N1CC(C1)N1C(C=C(C(=C1)OC1=C(C=CC=C1C)C)C=1C2=C(C(N(C1)C)=O)NC(=C2)C=2C(=NN(C2)C(C)C)C)=O 4-(1-(azetidin-3-yl)-5-(2,6-dimethylphenoxy)-2-oxo-1,2-dihydropyridin-4-yl)-2-(1-isopropyl-3-methyl-1H-pyrazol-4-yl)-6-methyl-1,6-dihydro-7H-pyrrolo[2,3-c]pyridin-7-one